6-bromo-3-(prop-1-en-2-yl)pyrazolo[1,5-a]pyrimidine BrC=1C=NC=2N(C1)N=CC2C(=C)C